2-oxa-7-azaspiro[3.5]nonan-1-one C1(OCC12CCNCC2)=O